C1(CCCC1)C=1C=CC(=C(O\C(\C(=O)[O-])=C/OC)C1)C (Z)-2-(5-cyclopentyl-2-methyl-phenoxy)-3-methoxy-prop-2-enoate